ClC1=NC2=C(C(=CC=C2C(=N1)N1CCOCCC1)C1=CC(=CC2=CC=CC=C12)OCOC)F 4-[2-chloro-8-fluoro-7-[3-(methoxymethoxy)-1-naphthyl]quinazolin-4-yl]-1,4-oxazepane